C(C)N1C(NN=C1COC1OCCCC1)=O 4-Ethyl-5-[(tetrahydro-2H-pyran-2-yloxy)methyl]-2,4-dihydro-3H-1,2,4-triazol-3-one